3-[4-[(6,7-Dimethoxyquinazolin-4-yl)oxy]naphthalen-1-yl]-1-{4-[(morpholin-4-yl)methyl]-3-(trifluoromethyl)phenyl}urea COC=1C=C2C(=NC=NC2=CC1OC)OC1=CC=C(C2=CC=CC=C12)NC(NC1=CC(=C(C=C1)CN1CCOCC1)C(F)(F)F)=O